4-[3-(6,7-Diethoxy-Quinazolin-4-Ylamino)-Phenyl]-Thiazol C(C)OC=1C=C2C(=NC=NC2=CC1OCC)NC=1C=C(C=CC1)C=1N=CSC1